ethyl (E)-4-chloro-2-((dimethylamino) methylene)-3-oxobutyrate ClCC(\C(\C(=O)OCC)=C/N(C)C)=O